N1C[C@H](CCC1)NC1=NC=C(C(=N1)C1=CNC=2CNCC(C21)=O)C(F)(F)F 3-(2-{[(3S)-piperidin-3-yl]amino}-5-(trifluoromethyl)pyrimidin-4-yl)-1H,4H,5H,6H,7H-pyrrolo[2,3-c]pyridin-4-one